tert-butyl 7-formyl-6-methoxy-3,4-dihydro-1H-isoquinoline-2-carboxylate C(=O)C1=C(C=C2CCN(CC2=C1)C(=O)OC(C)(C)C)OC